BrC=1C(=C(C(=CC1F)F)S(=O)(=O)Cl)F 3-bromo-2,4,6-trifluorobenzenesulfonyl chloride